3-Bromo-7-chloro-5-(2,2,2-trifluoroethyl)thieno[3,2-c]pyridin-4(5H)-one BrC1=CSC2=C1C(N(C=C2Cl)CC(F)(F)F)=O